C(C(C([2H])([2H])[2H])(O)[2H])([2H])([2H])[2H] propan-d7-2-ol